3-dimethylamino-2-(cholest-5-en-3β-oxybutan-4-oxy)-1-(cis,cis-9,12-octadecadienoxy)propane CN(CC(COCCCCCCCC\C=C/C\C=C/CCCCC)OC(CCC)O[C@@H]1CC2=CC[C@H]3[C@@H]4CC[C@H]([C@@H](CCCC(C)C)C)[C@]4(CC[C@@H]3[C@]2(CC1)C)C)C